ClC=1C(=CC2=C(C1)OCC=1N=C(SC12)N(C1CC(NC(C1)(C)C)(C)C)C)F 7-Chloro-8-fluoro-N-methyl-N-(2,2,6,6-tetramethylpiperidin-4-yl)-4H-chromeno[3,4-d]thiazol-2-amine